[O-]P=O The molecule is a monovalent inorganic anion obtained by deprotonation of hydroxyphosphanone. It is a monovalent inorganic anion and a phosphorus oxoanion. It is a conjugate base of a hydroxyphosphanone.